6-(((1S,4S)-4-aminocyclohexyl)amino)-2-ethyl-4-(trifluoromethyl)pyridazin-3(2H)-one hydrochloride Cl.NC1CCC(CC1)NC=1C=C(C(N(N1)CC)=O)C(F)(F)F